3-(benzo[d][1,3]dioxol-4-ylmethyl)-3-hydroxy-1-isobutylindolin-2-one O1COC2=C1C=CC=C2CC2(C(N(C1=CC=CC=C21)CC(C)C)=O)O